C(C)C(CN1C(=C(C(C=C1)=O)OCC1=CC=C(C=C1)OC)C#N)CCCC N-(2-ethylhexyl)-2-cyano-3-(4-methoxybenzyloxy)-pyridin-4-one